ClC1=CC=C(C=N1)C1=NOC(=C1CN1N=CC(=CC1=O)N1CC(C1)OC1CC1)C 2-((3-(6-chloropyridin-3-yl)-5-methylisoxazol-4-yl)methyl)-5-(3-cyclopropoxyazetidin-1-yl)pyridazin-3(2H)-one